bis(3-methylenepent-4-enyl)piperazine C=C(CCN1CCN(CC1)CCC(C=C)=C)C=C